COC.[Na] sodium methyl oxide salt